lithium tetrachloro-sulfophthalate tetrachlorophenol salt ClC=1C(=C(C(=C(C1)O)Cl)Cl)Cl.ClC1C(C(C(C(=O)[O-])(C=C1)Cl)(C(=O)[O-])Cl)(S(=O)(=O)O)Cl.[Li+].[Li+]